6-(methyl-d3)-1,4-oxazepan-6-ol hydrochloride Cl.C(C1(CNCCOC1)O)([2H])([2H])[2H]